5-(2,6-difluorophenyl)-N-(2-fluoroethyl)-N-methyl-1,4-dihydrobenzo[d]pyrazolo[3,4-f][1,3]diazepine-9-carboxamide FC1=C(C(=CC=C1)F)C=1NC2=C(C3=C(N1)C=CC(=C3)C(=O)N(C)CCF)NN=C2